O[C@](C(=O)OC)(CSC)C |r| racemic-methyl 2-hydroxy-2-methyl-3-(methylthio)propanoate